CC(=CCN(C(CN1CC(NCC1)C(C1=CN=CC=C1)=O)=O)C=1C(N(C(N(C1)C)=O)C)=O)C N-(3-methylbut-2-en-1-yl)-N-(1,3-dimethyl-2,4-dioxo-1,2,3,4-tetrahydropyrimidin-5-yl)-2-(3-nicotinoylpiperazin-1-yl)acetamide